(S)-9-Isoxazol-3-yl-methyl-2-(8-oxa-3-azabicyclo[3.2.1]oct-3-yl)-8-trifluoromethyl-6,7,8,9-tetrahydro-pyrimido[1,2-a]-pyrimidin-4-one O1N=C(C=C1)N1[C@@H](CCN2C1=NC(=C(C2=O)C)N2CC1CCC(C2)O1)C(F)(F)F